tetra(tridecyl)-4,4'-n-butylidene-bis(2-tert-butyl-5-methyl-phenol) diphosphite OP(O)OP(O)O.C(CCCCCCCCCCCC)C(CCC(CCCCCCCCCCCCC)(CCCCCCCCCCCCC)CCCCCCCCCCCCC)(C1=CC(=C(C=C1C)O)C(C)(C)C)C1=CC(=C(C=C1C)O)C(C)(C)C